nickel cobalt nickel oxide [Ni]=O.[Co].[Ni]